CN(CCCCCOC1=C(C=C2C(=NC(=NC2=C1)N1CCN(CCC1)C)NC1CCN(CC1)C)OC)C 7-((5-(dimethylamino)pentyl)oxy)-6-methoxy-2-(4-methyl-1,4-diazepan-1-yl)-N-(1-methylpiperidin-4-yl)quinazolin-4-amine